3-(4-{[2-methyl-6-(trifluoromethyl)phenyl]methoxy}phenyl)-1,3-diazaspiro[4.4]nonane-2,4-dione (3-(difluoromethoxy)phenylamino)-3-fluoro-5-nitrobenzoate FC(OC=1C=C(C=CC1)NC1=C(C(=O)O)C=C(C=C1F)[N+](=O)[O-])F.CC1=C(C(=CC=C1)C(F)(F)F)COC1=CC=C(C=C1)N1C(NC2(C1=O)CCCC2)=O